ethyl 3,7-diketocholanate O=C1CC2CC([C@H]3[C@@H]4CC[C@H]([C@@H](CCC(=O)OCC)C)[C@]4(CC[C@@H]3[C@]2(CC1)C)C)=O